C(C)N1N=C(C(=C1)C=1C=C(C=C2CCCOC12)CN1C(=NC=C1)C)C(F)(F)F 8-(1-ethyl-3-(trifluoromethyl)-1H-pyrazol-4-yl)-6-((2-methyl-1H-imidazol-1-yl)methyl)chroman